4,4'-di(methylamino)benzophenone CNC1=CC=C(C(=O)C2=CC=C(C=C2)NC)C=C1